2-ethoxy-1-(1-methyl-1H-imidazol-4-yl)prop-2-en-1-one C(C)OC(C(=O)C=1N=CN(C1)C)=C